ethyl (S)-3-amino-3-(2'-cyclopropyl-4-fluoro-5,6'-dimethyl-[1,1'-biphenyl]-3-yl)propanoate N[C@@H](CC(=O)OCC)C=1C=C(C=C(C1F)C)C1=C(C=CC=C1C)C1CC1